4-tert-butylbenzylamine C(C)(C)(C)C1=CC=C(CN)C=C1